FC(C(=O)O)(F)F.NC1=C(C=C(N=N1)C1=C(C=CC=C1)O)N1CC2CCC(C1)N2C2=CC(=NC=C2)OC2CC1(C2)CCNCC1 2-[6-amino-5-[8-[2-(7-azaspiro[3.5]nonan-2-yloxy)-4-pyridinyl]-3,8-diazabicyclo[3.2.1]oct-3-yl]pyridazin-3-yl]phenol trifluoroacetate